N1CCC(CC1)C1=CC=CC(=N1)O 6-(piperidin-4-yl)pyridin-2-ol